(2-((2-((4-([1,4'-bipiperidin]-1'-yl)-5-ethyl-2-methoxyphenyl)amino)-5-bromopyrimidin-4-yl)amino)-5-(4-methoxy-1H-pyrazol-1-yl)phenyl)dimethylphosphine N1(CCCCC1)C1CCN(CC1)C1=CC(=C(C=C1CC)NC1=NC=C(C(=N1)NC1=C(C=C(C=C1)N1N=CC(=C1)OC)P(C)C)Br)OC